C1(CCC1)C1=CC(=CC2=C1N=C(S2)N2[C@@H]1C[C@H]([C@H](C2)C1)OCC=1C(=NOC1C1CC1)C1=C(C=CC=C1Cl)Cl)C(=O)OC methyl 4-cyclobutyl-2-[(1S,4S,5R)-5-[[5-cyclopropyl-3-(2,6-dichlorophenyl)-1,2-oxazol-4-yl]methoxy]-2-azabicyclo[2.2.1]heptan-2-yl]-1,3-benzothiazole-6-carboxylate